BrC(C)C1=CC(=C(C=C1)OC(F)F)F 4-(1-bromoethyl)-1-(difluoromethoxy)-2-fluorobenzene